4-(methylpiperazin-1-yl)benzenethiolate CC1N(CCNC1)C1=CC=C(C=C1)[S-]